CC=1SC=C(N1)C(=O)[O-] 2-methylthiazol-4-carboxylate